(R)-4-(3H-[1,2,3]triazolo[4,5-b]pyridin-3-yl)-2-fluoro-N-(2,6-naphthyridin-1-yl)-N-(piperidin-3-yl)benzamide N1=NN(C2=NC=CC=C21)C2=CC(=C(C(=O)N([C@H]1CNCCC1)C1=NC=CC3=CN=CC=C13)C=C2)F